2-[(2-biphenylyl)-(2,6-bis(xylylphenyl)phenyl)-phosphino]-1-naphthalenesulfonic acid C1(=C(C=CC=C1)P(C1=C(C2=CC=CC=C2C=C1)S(=O)(=O)O)C1=C(C=CC=C1C1=C(C=CC=C1)C1=C(C(=CC=C1)C)C)C1=C(C=CC=C1)C1=C(C(=CC=C1)C)C)C1=CC=CC=C1